1-(2,2-difluoroethyl)-4-(2-methoxyvinyl)-3,5-dimethyl-1H-pyrazole FC(CN1N=C(C(=C1C)C=COC)C)F